N-(3-(4-methyl-6-(5-methyl-1H-pyrazol-3-ylamino)pyridin-2-yl)phenyl)acrylamide CC1=CC(=NC(=C1)NC1=NNC(=C1)C)C=1C=C(C=CC1)NC(C=C)=O